N-(4-((3-bromophenyl)amino)quinazolin-6-yl)but-2-ynamide BrC=1C=C(C=CC1)NC1=NC=NC2=CC=C(C=C12)NC(C#CC)=O